1-methyl-2-oxo-N-(4-((4-(4-(trifluoromethyl)piperidin-1-yl)phenyl)amino)benzyl)piperidine-4-carboxamide Natrium persulfat S(=O)(=O)([O-])OOS(=O)(=O)[O-].[Na+].CN1C(CC(CC1)C(=O)NCC1=CC=C(C=C1)NC1=CC=C(C=C1)N1CCC(CC1)C(F)(F)F)=O.[Na+]